OC1=C(C=C(C(=C1)O)C(C)C)C(=O)N1CC2=CC=C(C=C2C1)CN1C[C@@H](NCC1)C [2,4-dihydroxy-5-(propan-2-yl)phenyl](5-{[(3S)-3-Methylpiperazin-1-yl]methyl}-1,3-dihydro-2H-isoindol-2-yl)methanone